1-(6-(4-bromophenoxy)-2-azaspiro[3.3]heptan-2-yl)-2,2,2-trifluoroethan-1-one BrC1=CC=C(OC2CC3(CN(C3)C(C(F)(F)F)=O)C2)C=C1